4-fluorophenyl-benzaldehyde FC1=CC=C(C=C1)C1=C(C=O)C=CC=C1